OC(CCC)CCCCCCCC 4-hydroxydodecane